(S)-benzyl 2-(((benzyloxy)carbonyl)amino)-5-oxo-5-(phenylamino)pentanoate C(C1=CC=CC=C1)OC(=O)N[C@H](C(=O)OCC1=CC=CC=C1)CCC(NC1=CC=CC=C1)=O